C(C)C1=C(C=CC(=N1)N)C=1C=CC=C2C=CC(=NC12)C1(CC1)C 6-ethyl-5-(2-(1-methylcyclopropyl)quinolin-8-yl)pyridin-2-amine